(2E)-N-(4-bromo-1H-indazol-6-yl)-2-hydroxyimino-acetamide BrC1=C2C=NNC2=CC(=C1)NC(/C=N/O)=O